21-docosen-1-ol C(CCCCCCCCCCCCCCCCCCCC=C)O